ClC1=CC=C(C=C1)C1(N(C(C2=CC(=CC(=C12)F)C(=C)C)=O)CC1=CC=C(C=C1)C#C[Si](C(C)C)(C(C)C)C(C)C)OCC1(CC1)CO 3-(4-chloro-phenyl)-4-fluoro-3-(1-hydroxymethyl-cyclopropylmethoxy)-6-isopropenyl-2-{4-[(triisopropylsilyl)-ethynyl]-benzyl}-2,3-dihydro-isoindol-1-one